4-(4-(3-(2,2-difluoroethyl)-2-(2,6-dimethylpyridin-4-yl)-1H-indol-5-yl)piperidine-1-carbonyl)-1-methylpyrrolidin-2-one FC(CC1=C(NC2=CC=C(C=C12)C1CCN(CC1)C(=O)C1CC(N(C1)C)=O)C1=CC(=NC(=C1)C)C)F